4-(2-(4-(((1R,4R)-2-oxa-5-azabicyclo[2.2.1]heptane-5-yl)methyl)-6-fluoro-2-oxobenzo[cd]indol-1(2H)-yl)-6-cyclopropylpyridin-4-yl)-3-(4-methyl-4H-1,2,4-triazol-3-yl)benzonitrile [C@H]12OC[C@H](N(C1)CC=1C=C3C4=C(C(N(C4=CC=C3F)C3=NC(=CC(=C3)C3=C(C=C(C#N)C=C3)C3=NN=CN3C)C3CC3)=O)C1)C2